ClC=1C2=C(SC1C(=O)NC1=NC(=C(C(=C1C)C)OCC(=O)NC1CCCCC1)C)C=C(C=C2)F 3-chloro-N-(5-(2-(cyclohexylamino)-2-oxoethoxy)-3,4,6-trimethylpyridin-2-yl)-6-fluorobenzo[b]thiophene-2-carboxamide